hexenyl-phenethyl-phosphinic acid C(=CCCCC)P(O)(=O)CCC1=CC=CC=C1